N=1C=CN2C1C=CC=C2C=O Imidazo[1,2-a]pyridine-5-carbaldehyde